5-bromo-3-iodo-1H-pyrrolo[2,3-b]pyridine-2-carbaldehyde BrC=1C=C2C(=NC1)NC(=C2I)C=O